BrC1=CN=CC2=CC=C(C=C12)C 4-bromo-6-methyl-isoquinoline